SCCC[Si](OCC)(OCC)OCC r-mercaptopropyl-triethoxysilane